BrC1=CC2=C(C(=NS2(=O)=O)Cl)C=C1 6-bromo-3-chloro-1,2-benzothiazole 1,1-dioxide